(6aR,8R)-8-(6-chloro-4-(((S)-1-(2-fluorophenyl)ethyl)amino)-1H-pyrazolo[3,4-b]pyridin-1-yl)-2,2,4,4-tetraisopropyldihydro-6H-furo[3,2-f][1,3,5,2,4]trioxadisilocin-9(8H)-one ClC1=CC(=C2C(=N1)N(N=C2)[C@H]2C(C1O[Si](O[Si](OC[C@H]1O2)(C(C)C)C(C)C)(C(C)C)C(C)C)=O)N[C@@H](C)C2=C(C=CC=C2)F